FC1(CN(CC1)C1=CC2=C(N=CN=C2NCC2=C(C=C(C=C2)OC)OC)C(=N1)C1=C(C(=CC=C1C)OC)C)F 6-(3,3-difluoropyrrolidin-1-yl)-N-(2,4-dimethoxybenzyl)-8-(3-methoxy-2,6-dimethylphenyl)pyrido[3,4-d]pyrimidin-4-amine